2-[(3-chloro-2-fluorophenyl)methyl]-4,4-difluoro-3-(2-hydroxyethyl)-3-[(2-methylpropan-2-sulfinyl)amino]pyrrolidine-1-carboxylic acid tert-butyl ester C(C)(C)(C)OC(=O)N1C(C(C(C1)(F)F)(NS(=O)C(C)(C)C)CCO)CC1=C(C(=CC=C1)Cl)F